P(=O)(OOC1=C(C=C(C=C1)C(C)(C)C)C(C)(C)C)(OOC1=C(C=C(C=C1)C(C)(C)C)C(C)(C)C)[O-].[Na+] sodium bis(2,4-di-tert-butylphenoxy) phosphate